4-chloro-N-[(7S)-11-chloro-9-(2,6-difluorophenyl)-7-methyl-12-(trifluoromethyl)-2,3,5,8,13-pentazatricyclo[8.4.0.02,6]tetradeca-1(10),3,5,8,11,13-hexaen-4-yl]butanamide ClCCCC(=O)NC1=NN2C=3C=NC(=C(C3C(=N[C@H](C2=N1)C)C1=C(C=CC=C1F)F)Cl)C(F)(F)F